OC=1C=CC2=C(SC(=C2C(=O)C2=CC=C(OCCN3CCN(CC3)CCCN3CCC(CC3)C=3C=C4CN(C(C4=CC3)=O)C3C(NC(CC3)=O)=O)C=C2)C2=CC=C(C=C2)O)C1 3-(5-(1-(3-(4-(2-(4-(6-hydroxy-2-(4-hydroxyphenyl)benzo[b]thiophene-3-carbonyl)phenoxy)ethyl)piperazin-1-yl)propyl)piperidin-4-yl)-1-oxoisoindolin-2-yl)piperidine-2,6-dione